2,4-dichloro-N-(1-methylcyclopropyl)thieno[2,3-d]pyrimidine-6-sulfonamide ClC=1N=C(C2=C(N1)SC(=C2)S(=O)(=O)NC2(CC2)C)Cl